OC1(C[C@H](N(C1)C(=O)OC(C)(C)C)C(=O)OC)C(=O)OC 1-(t-butyl) 2,4-dimethyl (2S)-4-hydroxypyrrolidine-1,2,4-tricarboxylate